3-(2-(2-nitro-1H-imidazol-1-yl)ethyl)urea [N+](=O)([O-])C=1N(C=CN1)CCNC(N)=O